FC(C1=NN=C(O1)C=1C=CC(=NC1)CN1C(N(C2=C1C=C(C=C2)F)CC2CCN(CC2)C2COC2)=O)F 3-((5-(5-(difluoromethyl)-1,3,4-oxadiazole-2-yl)pyridine-2-yl)methyl)-5-fluoro-1-((1-(oxetan-3-yl)piperidine-4-yl)methyl)-1,3-dihydro-2H-benzo[d]imidazole-2-one